C1(CCCCC1)N1N=CC=C1C(=O)NC 1-cyclohexyl-N-methyl-1H-pyrazole-5-carboxamide